CN1CCN(CC1)C=1C=CC(=NC1)NC=1C2=C(C(=NC1)C1=CNC3=NC=CC=C31)CNC2=O 7-((5-(4-Methylpiperazin-1-yl)pyridin-2-yl)amino)-4-(1H-pyrrolo[2,3-b]pyridin-3-yl)-2,3-dihydro-1H-pyrrolo[3,4-c]pyridin-1-one